C1(=CC=CC=C1)\N=C\1/SCC(N1)=O (2Z)-2-(phenylimino)-1,3-thiazolidin-4-one